F[C@@H]1[C@@H](C1)C(=O)NC1=NC=C2C=C(C=NC2=C1)C=1C=NC(=CC1C)C(CCC)O (1S,2S)-2-fluoro-N-{3-[6-(1-hydroxybutyl)-4-methylpyridin-3-yl]-1,6-naphthyridin-7-yl}cyclopropane-1-carboxamide